COC1=C2C=CC(=NC2=CC=C1)C(F)(F)F 5-methoxy-2-(trifluoromethyl)quinoline